N-(4'-((4-isopropoxy-6-(methylsulfonyl)pyridin-2-yl)amino)-5-(trifluoromethyl)-[2,3'-bipyridin]-6'-yl)acetamide tert-butyl-(R)-2-(3-bromo-5-chlorophenyl)piperazine-1-carboxylate C(C)(C)(C)OC(=O)N1[C@@H](CNCC1)C1=CC(=CC(=C1)Cl)Br.C(C)(C)OC1=CC(=NC(=C1)S(=O)(=O)C)NC1=C(C=NC(=C1)NC(C)=O)C1=NC=C(C=C1)C(F)(F)F